O=C1C=C(CC(C1)C(F)(F)F)NC(C1=CC(=CC=C1)OC(F)(F)F)=O N-(3-oxo-5-(trifluoromethyl)cyclohex-1-en-1-yl)-3-(trifluoromethoxy)benzamide